(2R)-6-chloro-4-oxo-N-[3-(4-{[(1RS,3SR)-3-(trifluoromethoxy)cyclopentyl]oxy}-1H-pyrazol-1-yl)bicyclo[1.1.1]pentan-1-yl]-3,4-dihydro-2H-benzopyran-2-carboxamide ClC=1C=CC2=C(C(C[C@@H](O2)C(=O)NC23CC(C2)(C3)N3N=CC(=C3)O[C@H]3C[C@H](CC3)OC(F)(F)F)=O)C1 |&1:24,26|